C(C)OC(=O)C1=CC(=NC=C1)Br 2-bromopyridine-4-carboxylic acid ethyl ester